N-(6-amino-5-methyl-3-pyridyl)-2-[(2S,5S)-2-(1,3-Benzothiazol-5-yl)-4,4-difluoro-5-methyl-1-piperidyl]-2-oxo-acetamide NC1=C(C=C(C=N1)NC(C(=O)N1[C@@H](CC([C@H](C1)C)(F)F)C=1C=CC2=C(N=CS2)C1)=O)C